C(C1=CC=CC=C1)OCC1=NSC=N1 3-((benzyloxy)methyl)-1,2,4-thiadiazole